2-((1R,2S)-1-(2-cyanophenyl)-1-(3-fluoro-1-methyl-1H-pyrazol-4-yl)propan-2-yl)-5-hydroxy-N-(isoxazol-4-yl)-1-methyl-6-oxo-1,6-dihydropyrimidine-4-carboxamide C(#N)C1=C(C=CC=C1)[C@@H]([C@H](C)C=1N(C(C(=C(N1)C(=O)NC=1C=NOC1)O)=O)C)C=1C(=NN(C1)C)F